N-Methyl-PerfluorooctaneSulfonamide Acetate C(C)(=O)O.CNS(=O)(=O)C(C(C(C(C(C(C(C(F)(F)F)(F)F)(F)F)(F)F)(F)F)(F)F)(F)F)(F)F